NC1CCN(CC1)C1=C(C=NC2=CC=C(C=C12)C1=C(C(=CC=C1)C(=O)N1CCC1)O)C1=CC(=CC(=C1)C)F 2-[4-(4-Aminopiperidin-1-yl)-3-(3-fluoro-5-methylphenyl)quinolin-6-yl]6-(azetidine-1-carbonyl)phenol